N1=C(C=CC=C1)C1OC(=C(C1=O)OC(C)=O)N 2-(2-pyridinyl)-4-(acetoxy)-5-amino-3(2H)-furanone